O1CCN(CC1)CCOC1C(OC(C1C)(C(F)(F)F)C)(C(=O)NC=1C(=NOC1)C)C1=CC=CC=C1 2-morpholinoethoxy(phenyl)-4,5-dimethyl-N-(3-methyl-isoxazol-4-yl)-5-(trifluoromethyl)tetrahydrofuran-2-carboxamide